ClC=1C=C(C(=NC1)CN1N=C2N([C@@H](CCC2)C(=O)N2CC(CC2)(F)F)C1=O)F (5S)-2-[(5-Chloro-3-fluoropyridin-2-yl)methyl]-5-[(3,3-difluoropyrrolidin-1-yl)carbonyl]-5,6,7,8-tetrahydro[1,2,4]triazolo[4,3-a]pyridin-3(2H)-one